(4-(3-chloropropoxy)-3-fluorophenethyl)carbamate ClCCCOC1=C(C=C(CCNC([O-])=O)C=C1)F